(2R,1'R,3'R)-3-(2-cyclopentyl-2-phenyl-2-hydroxyacetoxy)(methoxycarbonylmethyl)-1-methylpyrrolidinium bromide [Br-].C1(CCCC1)[C@@](C(=O)OC1C[N+](CC1)(C)CC(=O)OC)(O)C1=CC=CC=C1